3-[2-oxo-7-(4,4,5,5-tetramethyl-1,3,2-dioxaborolan-2-yl)benzo[cd]indol-1-yl]piperidine-2,6-dione O=C1N(C2=CC(=CC=3C2=C1C=CC3)B3OC(C(O3)(C)C)(C)C)C3C(NC(CC3)=O)=O